1-[(2-fluorophenyl)methyl]cyclobutane-1-carbonitrile FC1=C(C=CC=C1)CC1(CCC1)C#N